[2-(2-Aminomethyl-4-bromo-6-methyl-phenylsulfanyl)-pyridin-3-yl]-methanol HCl salt Cl.NCC1=C(C(=CC(=C1)Br)C)SC1=NC=CC=C1CO